BrC=1C(=NC=C(C1C)C(F)(F)F)N1C(CN(CC1)C(=O)OC(C)(C)C)CO tert-butyl 4-(3-bromo-4-methyl-5-(trifluoromethyl)pyridin-2-yl)-3-(hydroxymethyl)piperazine-1-carboxylate